CC1=NOC(=C1OB(O)O)C (3,5-dimethyl-1,2-oxazol-4-yl)boric acid